(R)-4-(3-(3-Aminopiperidin-1-carbonyl)-1-(4-chlorophenyl)-1H-pyrazol-5-yl)benzonitril N[C@H]1CN(CCC1)C(=O)C1=NN(C(=C1)C1=CC=C(C#N)C=C1)C1=CC=C(C=C1)Cl